1-((((6-bromo-3-fluoropyridin-2-yl)methyl)(2,4-dimethoxybenzyl)amino)-methyl)cyclobutan-1-ol BrC1=CC=C(C(=N1)CN(CC1=C(C=C(C=C1)OC)OC)CC1(CCC1)O)F